tert-Butyl (1R,5S)-3-(7-(benzyloxy)-2'-(methylsulfinyl)-3,4,5',8'-tetrahydro-2H,6H-spiro[naphthalene-1,7'-quinazolin]-4'-yl)-3,8-diazabicyclo[3.2.1]octane-8-carboxylate C(C1=CC=CC=C1)OC=1CCC=2CCCC3(CCC=4C(=NC(=NC4C3)S(=O)C)N3C[C@H]4CC[C@@H](C3)N4C(=O)OC(C)(C)C)C2C1